3-bromo-5-chloro-4-(1-methylbenzotriazol-5-yl)oxy-aniline BrC=1C=C(N)C=C(C1OC1=CC2=C(N(N=N2)C)C=C1)Cl